16-hydroxy-1-hexadecene OCCCCCCCCCCCCCCC=C